tert-butyl (E)-(4-((4-carbamoyl-2-(3,3-dimethoxypropoxy)phenyl)amino)but-2-en-1-yl)carbamate C(N)(=O)C1=CC(=C(C=C1)NC/C=C/CNC(OC(C)(C)C)=O)OCCC(OC)OC